fluoro-N-methyl-4-(7-(quinolin-6-ylmethyl)imidazo[1,2-b][1,2,4]triazin-2-yl)benzamide dihydrochloride Cl.Cl.FC1=C(C(=O)NC)C=CC(=C1)C=1C=NC=2N(N1)C(=CN2)CC=2C=C1C=CC=NC1=CC2